C(CCCCCC)OC(CCC(C(=O)[O-])(C)C)=O.[Na+] sodium 5-(heptyloxy)-2,2-dimethyl-5-oxopentanoate